C(C=C)(=O)N1C[C@@H](N(CC1)C1=NC(N2C3=C(C(=C(C=C13)Cl)C=1C=CC=C3C=CN=CC13)SCC2)=O)C 7-((S)-4-acryloyl-2-methylpiperazin-1-yl)-9-chloro-10-(isoquinolin-8-yl)-2,3-dihydro-5H-[1,4]thiazino[2,3,4-ij]quinazolin-5-one